3-(5-Nitro-1-oxoisoindolin-2-yl)piperidine-2,6-dione [N+](=O)([O-])C=1C=C2CN(C(C2=CC1)=O)C1C(NC(CC1)=O)=O